O[C@@H]1[C@@H]([C@H]([C@@]2(OC3=C([C@@]21O)C(=CC(=C3)OC)OC)C3=CC=C(C=C3)OC)C3=CC=CC=C3)C(=O)OC |r| rac-(1R,2R,3S,3aR,8bS)-methyl 1,8b-dihydroxy-6,8-dimethoxy-3a-(4-methoxyphenyl)-3-Phenyl-2,3,3a,8b-tetrahydro-1H-cyclopenta[b]benzofuran-2-carboxylate